N1(N=CC=C1)C=1C=CC(=NC1)O[C@H]1C[C@H](N(C1)C1=NC=C(C(=O)O)C=C1)COC(F)F 6-((2s,4s)-4-((5-(1H-pyrazol-1-yl)pyridin-2-yl)oxy)-2-((difluoromethoxy)methyl)pyrrolidin-1-yl)nicotinic acid